C1(=CC=CC=C1)C1(OCCO1)CCC1(CC1)O 1-(2-(2-phenyl-1,3-dioxolan-2-yl)ethyl)cyclopropane-1-ol